C(C)(=O)OC1CNC(C1)C(N[C@H](C)C1=CC=C(C=C1)C1=C(N=CS1)C)=O 5-(((R)-1-(4-(4-methylthiazol-5-yl)phenyl)ethyl)carbamoyl)pyrrolidin-3-yl acetate